2-(2-methyl-2H-indazol-5-yl)-6-(piperidin-4-yl)[1,3]thiazolo[4,5-b]pyridine hydrochloride Cl.CN1N=C2C=CC(=CC2=C1)C=1SC=2C(=NC=C(C2)C2CCNCC2)N1